1,4-dimethoxy-2,3-methylenedioxy-5-methylbenzene COC1=C2C(=C(C(=C1)C)OC)OCO2